3-(2-hydroxyethyl)isobenzofuran-1(3H)-one OCCC1OC(C2=CC=CC=C12)=O